5-(tert-butoxycarbonyl)-4,5,6,7-tetrahydro-2H-pyrazolo[4,3-c]pyridine-3-carboxylic acid C(C)(C)(C)OC(=O)N1CC=2C(CC1)=NNC2C(=O)O